ClC=1C=C(NCC=2OC(N(N2)CC2=C(C=C(C=C2)Cl)Cl)C2=CC=CC=C2)C=CC1 2-(3-chloro-anilinomethyl)-4-(2,4-dichlorobenzyl)-5-phenyl-4,5-dihydro-1,3,4-oxadiazole